SC(CS(=O)(=O)[O-])CS 2,3-dimercapto-1-propanesulfonate